(R)-7-bromo-N,N-bis(4-methoxybenzyl)-2-(pentan-2-yloxy)imidazo[2,1-f][1,2,4]triazin-4-amine BrC1=CN=C2C(=NC(=NN21)O[C@H](C)CCC)N(CC2=CC=C(C=C2)OC)CC2=CC=C(C=C2)OC